C(C1=CC=CC=C1)O[C@H]1[C@H]([C@@H](O[C@]1(C)COCC1=CC=CC=C1)N1C(NC(C(=C1)C#N)=O)=O)OC(C)=O acetic acid (2R,3R,4S,5R)-4-(benzyloxy)-5-((benzyloxy) methyl)-2-(5-cyano-2,4-dioxo-3,4-dihydropyrimidin-1(2H)-yl)-5-methyltetrahydrofuran-3-yl ester